{3-[(2,4-dimethoxybenzyl)sulfamoyl]-4-[5-(trifluoromethyl)-1,3,4-oxadiazol-2-yl]phenyl}-2-(2-fluorophenyl)acetamide COC1=C(CNS(=O)(=O)C=2C=C(C=CC2C=2OC(=NN2)C(F)(F)F)C(C(=O)N)C2=C(C=CC=C2)F)C=CC(=C1)OC